(5S,7S)-7-((1H-pyrazolo[3,4-b]pyridin-1-yl)methyl)-3-(5-(2-hydroxypropan-2-yl)Pyrazin-2-yl)-7-methyl-1-oxo-3-azaspiro[4.5]decan-2-one N1(N=CC=2C1=NC=CC2)C[C@@]2(C[C@]1(CN(C(C1=O)=O)C1=NC=C(N=C1)C(C)(C)O)CCC2)C